CC1(COCC1)C(=O)NC(C(=O)O)CCCCCCCC1=NC=2NCCCC2C=C1 2-(3-methyltetrahydrofuran-3-carboxamido)-9-(5,6,7,8-tetrahydro-1,8-naphthyridin-2-yl)nonanoic acid